2-{[({2'-[(1-Naphthyl-carbamoyl)oxy]-1,1'-binaphthyl-2-yl}oxy)carbonyl]amino}ethyl acrylate C(C=C)(=O)OCCNC(=O)OC1=C(C2=CC=CC=C2C=C1)C1=C(C=CC2=CC=CC=C12)OC(NC1=CC=CC2=CC=CC=C12)=O